CN(C(=O)N1CCC=CC1)C N,N-dimethyl-3,6-dihydropyridine-1(2H)-carboxamide